C(CCCCC(C)C)OC(C(CC(=O)OCCCCCC(C)C)S(=O)(=O)O)=O Sulphosuccinic acid diisooctyl ester